2,4-diiodophenol IC1=C(C=CC(=C1)I)O